2-trichloromethyl-5-(4-chlorophenyl)-1,3,4-oxadiazole ClC(C=1OC(=NN1)C1=CC=C(C=C1)Cl)(Cl)Cl